3-((1R)-1-((1,2'-dimethyl-6'-(tetrahydro-2H-pyran-4-yl)-5',6'-dihydrospiro[pyrrolidine-3,7'-pyrrolo[3,4-d]pyrimidin]-4'-yl)amino)ethyl)-2-methylbenzonitrile CN1CC2(N(CC3=C2N=C(N=C3N[C@H](C)C=3C(=C(C#N)C=CC3)C)C)C3CCOCC3)CC1